ClC=1N=CC2=C(N1)N(C=C2C=2SC=CC2)[C@@H]2CC([C@@H]1[C@H]2OC(O1)(C)C)C=O (3aR,6R,6as)-6-(2-chloro-5-(thiophen-2-yl)-7H-pyrrolo[2,3-d]pyrimidin-7-yl)-2,2-dimethyltetrahydro-4H-cyclopenta[d][1,3]dioxole-4-carbaldehyde